1-(4-chlorobenzyl)-3-(4-(1-(2-(o-tolyl)acetyl)piperidin-4-yl)butyl)urea ClC1=CC=C(CNC(=O)NCCCCC2CCN(CC2)C(CC2=C(C=CC=C2)C)=O)C=C1